6-(1-propenylpiperidin-4-yl)-4-(4-phenoxyphenyl)isoindolin-1-one C(=CC)N1CCC(CC1)C1=CC(=C2CNC(C2=C1)=O)C1=CC=C(C=C1)OC1=CC=CC=C1